3-(5-(methoxycarbonyl)thiophen-3-yl)pyrrolidine-1-carboxylic acid tert-butyl ester C(C)(C)(C)OC(=O)N1CC(CC1)C1=CSC(=C1)C(=O)OC